cinnamoyl-phenylalanyl-(D)-leucyl-phenylalanine C(C=CC1=CC=CC=C1)(=O)N[C@@H](CC1=CC=CC=C1)C(=O)N[C@H](CC(C)C)C(=O)N[C@@H](CC1=CC=CC=C1)C(=O)O